CC(CC[NH+]=C(N)N)C(=O)C(=O)[O-] The molecule is a zwitterion obtained by transfer of a proton from the carboxy to the guanidino group of 5-guanidino-3-methyl-2-oxopentanoic acid; major species at pH 7.3. It is a tautomer of a 5-guanidino-3-methyl-2-oxopentanoic acid.